BrC=1C(=CN2C1C(NC(C2)(C)C)=O)C2=CC=NC=C2 8-bromo-3,3-dimethyl-7-(pyridin-4-yl)-3,4-dihydropyrrolo[1,2-a]pyrazin-1(2H)-one